C(C=CC)N1C(C2=C(C(=C1)C1=CC=C(C=C1)C(=O)N1CCOCC1)C=CN2)=O 6-but-2-enyl-4-[4-(morpholine-4-carbonyl)phenyl]-1H-pyrrolo[2,3-c]pyridin-7-one